N-(5-chloro-2-(pentyloxy)phenyl)thiophene-2-carboxamide ClC=1C=CC(=C(C1)NC(=O)C=1SC=CC1)OCCCCC